tert-Butyl(2-(3-((1-(7-methoxyquinolin-5-yl)cyclopropyl)carbamoyl)-4-methyl phenoxy)ethyl)(methyl)carbamate C(C)(C)(C)OC(N(C)CCOC1=CC(=C(C=C1)C)C(NC1(CC1)C1=C2C=CC=NC2=CC(=C1)OC)=O)=O